3-hydroxy-3-(1,3,4-trimethyl-1H-pyrazol-5-yl)-2-(4-(trimethylsilyl)phenyl)acrylonitrile OC(=C(C#N)C1=CC=C(C=C1)[Si](C)(C)C)C1=C(C(=NN1C)C)C